C(C)C(CO)C(CCC)O 2-ethyl-1,3-hexylene glycol